COC=1C(=C(C(=CC1)C)N1C2=C(C3=C1N=C(N=C3N)N)C=C(C(=N2)C)C)C 9-(3-Methoxy-2,6-dimethylphenyl)-6,7-dimethyl-9H-pyrido[3',2':4,5]pyrrolo[2,3-d]pyrimidine-2,4-diamine